5-Bromo-2-methyl-benzonitrile BrC=1C=CC(=C(C#N)C1)C